Cl.Cl.FC(C1=CC2=C(C=N1)C(CN2C(CN2[C@H](CN[C@@H](C2)C)CN2C[C@@H](CC2)F)=O)(C)C)(C2=CC=CC=C2)F 1-{6-[Difluoro(phenyl)methyl]-3,3-dimethyl-1H,2H,3H-pyrrolo[3,2-c]pyridin-1-yl}-2-[(2R,5R)-2-{[(3R)-3-fluoropyrrolidin-1-yl]methyl}-5-methylpiperazin-1-yl]ethan-1-one dihydrochloride